N-(2,6-diphenylpyrimidin-4-yl)acetamide C1(=CC=CC=C1)C1=NC(=CC(=N1)NC(C)=O)C1=CC=CC=C1